C(C)S(=O)C=1OC2=C(C=C(C=C2C(C1)=O)C)C(C)NC1=C(C(=O)O)C=C(C=C1)F 2-[1-(2-Ethylsulfinyl-6-methyl-4-oxo-chromen-8-yl)ethylamino]-5-fluoro-benzoic Acid